COC1=CC=C(C=C(C(=O)OC)C(=O)OC)C=C1 dimethyl 4-methoxybenzylidenemalonate